C(CC=C)N but-3-en-1-amine